C(N)(=O)C=1N(N=C2C1NCCC2N2C[C@H]1CC[C@@H](C2)N1C(=O)OC(C)(C)C)C1=CC=C(C=C1)OC1=CC=CC=C1 tert-butyl (1R,5S)-3-[3-carbamoyl-2-(4-phenoxyphenyl)-4,5,6,7-tetrahydro-2H-pyrazolo[4,3-b]pyridin-7-yl]-3,8-diazabicyclo[3.2.1]octane-8-carboxylate